2-amino-6-borono-2-(1-(2-morpholinobenzyl)piperidin-4-yl)hexanoic acid NC(C(=O)O)(CCCCB(O)O)C1CCN(CC1)CC1=C(C=CC=C1)N1CCOCC1